methyl 2-methyl-4-(3-nitrophenyl)-5-oxo-1,4,5,7-tetrahydrofuro[3,4-b]pyridin-3-carboxylate CC1=C(C(C2=C(N1)COC2=O)C2=CC(=CC=C2)[N+](=O)[O-])C(=O)OC